ClC=1C(=CC(=NC1)NC(C)C)C=1C=C2N(CC(CN(C2=O)CC2=C(C=CC(=C2)F)CO)O)C1 8-(5-chloro-2-(isopropylamino)pyridin-4-yl)-2-(5-fluoro-2-(hydroxymethyl)benzyl)-4-hydroxy-2,3,4,5-tetrahydro-1h-pyrrolo[1,2-a][1,4]diazepine-1-one